2-[1-[4-[3-fluoro-5-isobutyl-2-(2H-tetrazol-5-yl)phenyl]piperazin-1-yl]-ethyl]-5-methyl-thiazole FC=1C(=C(C=C(C1)CC(C)C)N1CCN(CC1)C(C)C=1SC(=CN1)C)C=1N=NNN1